7,8-dihydro-1,6-naphthyridin-6(5H)-carboxylate N1=CC=CC=2CN(CCC12)C(=O)[O-]